CC1=C(C=CC(=C1)B1OC(C(O1)(C)C)(C)C)[C@@H](C)N (R)-1-(2-methyl-4-(4,4,5,5-tetramethyl-1,3,2-dioxaborolan-2-yl)phenyl)ethan-1-amine